tert-butyl 4-[6-[8-(3-methoxyphenoxy)-2-methyl-imidazo[1,2-b]pyridazin-6-yl]-1-oxo-2-isoquinolyl]piperidine-1-carboxylate COC=1C=C(OC=2C=3N(N=C(C2)C=2C=C4C=CN(C(C4=CC2)=O)C2CCN(CC2)C(=O)OC(C)(C)C)C=C(N3)C)C=CC1